Cl.OC=1C=C(OC2CN(C2)C(CCC(C(=O)N)(C2=CC=CC=C2)C2=CC=CC=C2)(C)C)C=CC1 5-[3-(3-hydroxy-phenoxy)azetidin-1-yl]-5-methyl-2,2-diphenylhexanamide hydrochloride